N1=C(C=CC=C1)CCC(C(=O)O)C(=O)O 2-(2-(Pyridin-2-yl)ethyl)malonic acid